N-(3-((2-((1-cyclopropyl-1H-pyrazol-4-yl)amino)pyrrolo[2,1-f][1,2,4]triazin-4-yl)oxy)-4-fluorophenyl)acrylamide C1(CC1)N1N=CC(=C1)NC1=NN2C(C(=N1)OC=1C=C(C=CC1F)NC(C=C)=O)=CC=C2